NC1=NNC2=NC(=NC(=C21)OCC(C)C)C2=CC=C(C=C2)NS(=O)(=O)C2=C(C=CC(=C2)OC)F N-[4-(3-amino-4-isobutoxy-1H-pyrazolo[3,4-d]pyrimidin-6-yl)-phenyl]-2-fluoro-5-methoxy-benzenesulfonamide